6-Chloro-3-[1-hydroxyl-(3-methyl-isoxazol-5-yl)-methylidene]-5-(4-pyrrolidin-1-yl-phenyl)-1,3-dihydro-indol-2-one ClC1=C(C=C2C(C(NC2=C1)=O)=C(O)C1=CC(=NO1)C)C1=CC=C(C=C1)N1CCCC1